furanyl-methyl-vinyl-phenyl-silicon O1C(=CC=C1)[Si](C1=CC=CC=C1)(C=C)C